methylsulfan CS